tert-butyl 4-[2-[4-[2-(dimethylamino) ethoxy] anilino]-8-methyl-7-oxo-pyrido[2,3-d]pyrimidin-6-yl]-8-methoxy-2,3-dihydroquinoxaline-1-carboxylate CN(CCOC1=CC=C(NC=2N=CC3=C(N2)N(C(C(=C3)N3CCN(C2=C(C=CC=C32)OC)C(=O)OC(C)(C)C)=O)C)C=C1)C